[Al+3].BrC1=C2C=CC=NC2=C(C(=C1)Br)[O-].BrC1=C2C=CC=NC2=C(C(=C1)Br)[O-].BrC1=C2C=CC=NC2=C(C(=C1)Br)[O-] tris(5,7-dibromo-8-quinolinolate) aluminum